C(C)OC1=NC(=NC=C1C(NC=1C(=CC=2N(C1)C=C(N2)C)F)=O)N2CCN(CC2)C(=O)OC(C)(C)C tert-butyl 4-(4-ethoxy-5-((7-fluoro-2-methylimidazo[1,2-a]pyridin-6-yl)carbamoyl)pyrimidin-2-yl)piperazine-1-carboxylate